3-(5-chloro-6-(2-chlorophenoxy)benzo[d]thiazol-2-yl)-8-methoxy-2-thioxo-2,3-dihydro-4H-pyrido[2,3-e][1,3]oxazin-4-one ClC=1C(=CC2=C(N=C(S2)N2C(OC3=C(C2=O)N=CC=C3OC)=S)C1)OC1=C(C=CC=C1)Cl